2-((R)-2-(2-isopropylphenyl) pyrrolidin-1-yl)-7-azaspiro[3.5]nonane-7-carboxylate C(C)(C)C1=C(C=CC=C1)[C@@H]1N(CCC1)C1CC2(C1)CCN(CC2)C(=O)[O-]